(R)-2-((5-fluoro-2-hydroxyphenyl)(1H-indol-2-yl)methyl)-6-(4-(4-(piperidin-4-yl)piperazin-1-yl)phenyl)isoindolin-1-one FC=1C=CC(=C(C1)[C@@H](N1C(C2=CC(=CC=C2C1)C1=CC=C(C=C1)N1CCN(CC1)C1CCNCC1)=O)C=1NC2=CC=CC=C2C1)O